FC(OC=1C=C(C=CC1)C=1N(N=C2[C@@H](NCCC21)C)C)F (S)-3-(3-(difluoromethoxy)phenyl)-2,7-dimethyl-4,5,6,7-tetrahydro-2H-pyrazolo[3,4-c]pyridine